S1C(=NC=C1)N1CC2C(C2C1)NC(OC(C)(C)C)=O Tert-butyl (3-(thiazol-2-yl)-3-azabicyclo[3.1.0]hex-6-yl)carbamate